2-methoxy-4-(oxolan-2-yl)phenol COC1=C(C=CC(=C1)C1OCCC1)O